7-acryloyl-2-(4-cyclopropyl-2-(trifluoromethyl)phenyl)-2,3,4,5a,6,7,8,9-octahydro-5H-1,2,5,7-tetraazabenzo[cd]azulene-5-carboxylate C(C=C)(=O)N1CC2C3=C(N(N=C3CC1)C1=C(C=C(C=C1)C1CC1)C(F)(F)F)CCN2C(=O)[O-]